diethanolamine dithiocarbamate potassium salt [K+].C(N)([S-])=S.N(CCO)CCO